1,3-diphenyl-1,2,4-triazole C1(=CC=CC=C1)N1N=C(N=C1)C1=CC=CC=C1